3-(1-methyl-6-(piperazin-1-yl)-1H-indazol-3-yl)piperidine-2,6-dione hydrochloride Cl.CN1N=C(C2=CC=C(C=C12)N1CCNCC1)C1C(NC(CC1)=O)=O